ClC=1C=CC(=C(C1)C1=CC(=NC=C1C(=O)O)C)C(=O)OC 4-(5-chloro-2-(methoxycarbonyl)phenyl)-6-methylnicotinic Acid